O1COC2=C1C=CC(=C2)N(C(=O)NC2=NC(=CC=C2)C)CC2=NN=C1N2CCCCC1 1-(Benzo[d][1,3]dioxol-5-yl)-3-(6-methylpyridin-2-yl)-1-((6,7,8,9-tetrahydro-5H-[1,2,4]triazolo[4,3-a]azepin-3-yl)methyl)urea